N1=CC=C(C=C1)CCN[C@@H](CS)C(=O)O [2-(4-pyridyl)ethyl]-L-cysteine